2-{[(butylsulfanyl)thiocarbonyl]sulfanyl}propanoic acid C(CCC)SC(=S)SC(C(=O)O)C